6-iodo-3,4-dihydronaphthalen-1(2H)-one IC=1C=C2CCCC(C2=CC1)=O